N-(6-(N-(5-cyclobutyl-4-(3,4-difluorophenyl)thiazol-2-yl)sulfamoyl)-5-methylpyridin-3-yl)acetamide C1(CCC1)C1=C(N=C(S1)NS(=O)(=O)C1=C(C=C(C=N1)NC(C)=O)C)C1=CC(=C(C=C1)F)F